3-[4-[1-[4-[7-[4-(aminomethyl)-3-methyl-phenyl]pyrazolo[4,3-b]pyridin-2-yl]butyl]-4-piperidyl]anilino]piperidine-2,6-dione HCl salt Cl.NCC1=C(C=C(C=C1)C=1C=2C(N=CC1)=CN(N2)CCCCN2CCC(CC2)C2=CC=C(NC1C(NC(CC1)=O)=O)C=C2)C